FC1=NC=CC=C1C=1OC2=C(C=C(C=C2C(C1C)=O)C)[C@@H](C)NC=1C(=NC=CC1)C#N 3-[[(1R)-1-[2-(2-Fluoro-3-pyridyl)-3,6-dimethyl-4-oxo-chromen-8-yl]ethyl]amino]pyridine-2-carbonitrile